N6-(1-ethylpropyl)-3-isopropyl-N8-(pyrazin-2-ylmethyl)-[1,2,4]triazolo[4,3-b]pyridazine-6,8-diamine C(C)C(CC)NC=1C=C(C=2N(N1)C(=NN2)C(C)C)NCC2=NC=CN=C2